P(=O)(O)(O)O.Cl.C(C)N=C=NCCCN(C)C L-1-ethyl-(3-dimethylaminopropyl)carbodiimide hydrochloride phosphate